C(C)(C)(C)OC(=O)N1C[C@H]([C@@H](CC1)OC1=CC(=CC=C1)C(F)(F)F)OC(=C)C trans-3-(prop-1-en-2-yloxy)-4-(3-(trifluoromethyl)phenoxy)piperidine-1-carboxylic acid tert-butyl ester